N1(CCC1)C=1C=C(C=CC1F)N1C(=C2C(N(N=CC2=C1C)C1=NC=CC=C1)=O)C 6-(3-(azetidin-1-yl)-4-fluorophenyl)-5,7-dimethyl-2-(pyridin-2-yl)-2,6-dihydro-1H-pyrrolo[3,4-d]pyridazin-1-one